(5S,8S)-N-((3,5-dichloropyridin-2-yl)methyl)-5-fluoro-8-hydroxy-8-methyl-5,6,7,8-tetrahydro-quinoline-5-carboxamide ClC=1C(=NC=C(C1)Cl)CNC(=O)[C@]1(C=2C=CC=NC2[C@@](CC1)(C)O)F